methyl 5-(4-(piperazin-1-yl)phenoxy)-1H-1,2,3-triazole-4-carboxylate N1(CCNCC1)C1=CC=C(OC2=C(N=NN2)C(=O)OC)C=C1